FC=1C(=C(C=CC1F)[C@H]1[C@@H](S[C@](C1)(C(F)(F)F)C)C(=O)NC1=CC(=C(C=C1)F)CO)OC (2R,3S,5R)-3-(3,4-difluoro-2-methoxyphenyl)-N-(4-fluoro-3-(hydroxymethyl)phenyl)-5-methyl-5-(trifluoromethyl)tetrahydrothiophene-2-carboxamide